C(C)(C)(C)OC(=O)NCCCCOC1=CC(=NC(=C1)CN(CC1=CC=CC(=N1)C(=O)OC(C)(C)C)CC1=CC=CC(=N1)C(=O)OC(C)(C)C)CN(CC1=CC=CC(=N1)C(=O)OC(C)(C)C)CC1=CC=CC(=N1)C(=O)OC(C)(C)C tetra-tert-butyl 6,6',6'',6'''-((((4-(4-((tert-butoxycarbonyl)amino)butoxy)pyridine-2,6-diyl)bis(methylene))bis(azanetriyl))tetrakis(methylene))tetrapicolinate